C1(CC1)OC[C@@H](N1C(N[C@@H](C1)C(F)(F)F)=O)C1=CC=2N(N=C1)C=C(N2)[C@H](CC(C(F)(F)F)(C)C)NC(OC(C)(C)C)=O tert-butyl ((S)-1-(7-((S)-2-cyclopropoxy-1-((S)-2-oxo-4-(trifluoromethyl)imidazolidin-1-yl)ethyl)imidazo[1,2-b]pyridazin-2-yl)-4,4,4-trifluoro-3,3-dimethylbutyl)carbamate